7-[2-[(1S,5R)-3-methyl-3-azabicyclo[3.1.0]hexan-1-yl]ethynyl]-N4-(4-phenoxyphenyl)quinazoline-4,6-diamine CN1C[C@]2(C[C@H]2C1)C#CC1=C(C=C2C(=NC=NC2=C1)NC1=CC=C(C=C1)OC1=CC=CC=C1)N